FC(CN1C(=NC2=C1C=C(C=C2F)C=2C=CN1N=C(N=C(C12)OC)NC1CCC(CC1)(O)C)C)F (1r,4r)-4-((5-(1-(2,2-difluoroethyl)-4-fluoro-2-methyl-1H-benzo[d]imidazol-6-yl)-4-methoxypyrrolo[2,1-f][1,2,4]triazin-2-yl)amino)-1-methylcyclohexan-1-ol